tert-butyl (2S,6R)-4-((S)-l-1-chloro-6-oxo-3-(pyridin-2-yloxy)-10-(trifluoromethyl)-3,4-dihydro-2H,6H-[1,4]thiazepino[2,3,4-ij]quinazolin-8-yl)-2,6-dimethylpiperazine-1-carboxylate ClS1C[C@H](CN2C(N=C(C3=CC(=CC1=C23)C(F)(F)F)N2C[C@@H](N([C@@H](C2)C)C(=O)OC(C)(C)C)C)=O)OC2=NC=CC=C2